N1=C(C=CC=C1)C1=NC2=C(N1)C=CC(=C2)C(=O)N 2-(pyridin-2-yl)-1H-benzo[d]Imidazole-5-Formamide